bis-(furyl)pyrazine Ethyl-2-(3-(dimethylamino)phenyl)-2,2-difluoroacetate C(C)OC(C(F)(F)C1=CC(=CC=C1)N(C)C)=O.O1C(=CC=C1)C=1C(=NC=CN1)C=1OC=CC1